C1(CC1)C=1C=NC(=NC1)N[C@H](C(=O)O)CCN(CCCCC1=NC=2NCCCC2C=C1)CCN1N=C(C=C1C)C (S)-2-((5-cyclopropylpyrimidin-2-yl)amino)-4-((2-(3,5-dimethyl-1H-pyrazol-1-yl)ethyl)(4-(5,6,7,8-tetrahydro-1,8-naphthyridin-2-yl)butyl)amino)butanoic acid